ClC1=NC(=CC(=N1)C#N)NC1=CC(=CC=C1)Cl 2-chloro-6-[(3-chlorophenyl)amino]pyrimidine-4-carbonitrile